(S)-tert-butyl (1-(3-(2-(dimethylamino)ethyl)-1H-indol-1-yl)-3-methyl-1-oxo-butan-2-yl)carbamate CN(CCC1=CN(C2=CC=CC=C12)C([C@H](C(C)C)NC(OC(C)(C)C)=O)=O)C